COC(COC1=CC=C(C=C1)OC)=O 2-(4-methoxyphenoxy)acetic acid methyl ester